(S)-(4-(4-chloropyrazolo[1,5-a]pyridin-2-yl)-6,7-dihydro-1H-imidazo[4,5-c]pyridin-5(4H)-yl)(pyrazolo[1,5-a]pyridin-3-yl)methanone ClC=1C=2N(C=CC1)N=C(C2)[C@H]2N(CCC1=C2N=CN1)C(=O)C=1C=NN2C1C=CC=C2